tert-butyl 4-(2-(3,4-dimethoxyphenyl)-3-(2,2,2-trifluoroethyl)-1H-indol-5-yl)-5,6-dihydropyridine-1(2H)-carboxylate COC=1C=C(C=CC1OC)C=1NC2=CC=C(C=C2C1CC(F)(F)F)C1=CCN(CC1)C(=O)OC(C)(C)C